N-(phenylsulfamoyl)-2,6-diazaspiro[3.3]heptan-2-carboxylate C1(=CC=CC=C1)NS(=O)(=O)N1CC2(CN(C2)C(=O)[O-])C1